FC=1C=C(C=CC1F)C1=NN=C(S1)CSC1=CC(=C(OC(C(=O)O)C)C=C1)C 2-(4-(((5-(3,4-difluorophenyl)-1,3,4-thiadiazol-2-yl)methyl)thio)-2-methylphenoxy)propanoic acid